N-[[5-[5-(difluoromethyl)-1,3,4-oxadiazol-2-yl]thiazol-2-yl]methyl]-N-phenyl-thiomorpholin-4-sulfonamide FC(C1=NN=C(O1)C1=CN=C(S1)CN(S(=O)(=O)N1CCSCC1)C1=CC=CC=C1)F